1-(benzo[c][1,2,5]thiadiazol-5-ylmethyl)-3-fluoro-5-(2-(3-(2-fluorobenzyloxy)-3-phenylpropylsulfonyl)-6-methylpyrimidin-4-yl)pyridin-2(1H)-one N=1SN=C2C1C=CC(=C2)CN2C(C(=CC(=C2)C2=NC(=NC(=C2)C)S(=O)(=O)CCC(C2=CC=CC=C2)OCC2=C(C=CC=C2)F)F)=O